CC12CC[C@@H](CC2O1)C(=O)OCC Ethyl (3S)-6-methyl-7-oxabicyclo[4.1.0]heptane-3-carboxylate